tert-butyl 7-methoxy-1,3,4,5-tetrahydro-2H-pyrido[4,3-b]indole-2-carboxylate COC=1C=CC=2C3=C(NC2C1)CCN(C3)C(=O)OC(C)(C)C